OCC1CN(C1)C1=CC=C(C=N1)C1=CC=CC=2N1N=CC2C(=O)N2CCCCC2 (7-(6-(3-(hydroxymethyl)azetidin-1-yl)pyridin-3-yl)pyrazolo[1,5-a]pyridin-3-yl)(piperidin-1-yl)methanone